NC=1C=C(C=CC1NC1CCCCC1)S(=O)(=O)NCCNC(OC(C)(C)C)=O tert-butyl (2-((3-amino-4-(cyclohexylamino)phenyl)sulfonamido)ethyl)carbamate